ClC=1C=C(C=CC1C)[C@@H]1N(C[C@H](CC1)C)C(C(=O)NC=1C=C(C=NC1)C(=O)N)=O |r| rac-5-{2-[(2R,5S)-2-(3-chloro-4-methylphenyl)-5-methylpiperidin-1-yl]-2-oxoacetamido}pyridine-3-carboxamide